2-Amino-5-fluoro-4-(5-fluoro-3-(1-methyl-1,6-diazaspiro[3.3]heptan-6-yl)-7,9-dihydrofuro[3,4-f]quinazolin-6-yl)benzo[b]thiophene-3-carbonitrile NC1=C(C2=C(S1)C=CC(=C2C=2C1=C(C=3C=NC(=NC3C2F)N2CC3(CCN3C)C2)COC1)F)C#N